6-azaspiro[2.5]octan-6-ylbenzamide C1CC12CCN(CC2)C2=C(C(=O)N)C=CC=C2